5-((2-Hydroxyphenyl)amino)-3-(1H-indol-4-yl)pyridin-2(1H)-one OC1=C(C=CC=C1)NC=1C=C(C(NC1)=O)C1=C2C=CNC2=CC=C1